5-(2,2,3-trimethylcyclopent-3-enyl)-3-methylpentan-2-ol CC1(C(CC=C1C)CCC(C(C)O)C)C